2,3-dichloro-3-iodopyridine ClC1N=CC=CC1(I)Cl